C[SiH2]OCCCOCC1=C(C=CC=C1)O methyl-(hydroxyphenyl)methoxypropoxysilane